methyl 2-((2-(3-((tert-butoxycarbonyl) amino) prop-1-yn-1-yl)-4-fluorophenyl)-amino)-4-(trifluoromethyl)-benzoate C(C)(C)(C)OC(=O)NCC#CC1=C(C=CC(=C1)F)NC1=C(C(=O)OC)C=CC(=C1)C(F)(F)F